4-(5-cyano-2-methoxyphenyl)-N-(5-(2-methoxynicotinoyl)-5,6-dihydro-4H-pyrrolo[3,4-d]thiazol-2-yl)-6-methylnicotinamide C(#N)C=1C=CC(=C(C1)C1=CC(=NC=C1C(=O)NC=1SC2=C(N1)CN(C2)C(C2=C(N=CC=C2)OC)=O)C)OC